FC(C(=O)O)(F)F.N[C@@H](COCCNC(=O)C1=C(C=C(C=C1)NC(=O)C=1N(C(=CN1)C=1C(=NN(C1)CC#C)C(F)(F)F)C)Cl)C (R)-N-(4-((2-(2-aminopropoxy)ethyl)carbamoyl)-3-chlorophenyl)-1-methyl-5-(1-(prop-2-yn-1-yl)-3-(trifluoromethyl)-1H-pyrazol-4-yl)-1H-imidazole-2-carboxamide 2,2,2-trifluoroacetate